2-(benzofuran-2-yl)-N-(5-(trifluoromethyl)thiazol-2-yl)acetamide O1C(=CC2=C1C=CC=C2)CC(=O)NC=2SC(=CN2)C(F)(F)F